COC(CC(CCC=C(C)C)C)=O 3,7-dimethyl-6-octenoic acid methyl ester